6-[6-amino-5-(trifluoromethyl)pyridin-2-yl]-7-fluoro-2-[(4R)-5-hydroxy-4-[[6-oxo-5-(trifluoromethyl)-1H-pyridazin-4-yl]amino]pentyl]isoquinolin-1-one NC1=C(C=CC(=N1)C=1C=C2C=CN(C(C2=CC1F)=O)CCC[C@H](CO)NC=1C=NNC(C1C(F)(F)F)=O)C(F)(F)F